diethyl 2-methylpyridine-3,5-dicarboxylate CC1=NC=C(C=C1C(=O)OCC)C(=O)OCC